CC1CCC=2N(C1)C(=NC2)C(=O)N[C@H]2COC1=C(N(C2=O)C)C=CC=C1 6-methyl-N-((S)-5-methyl-4-oxo-2,3-dihydro-1,5-benzoxazepine-3-yl)-5,6,7,8-tetrahydroimidazo[1,5-a]Pyridine-3-carboxamide